(S)-6-((4-((3-chloro-2-methoxyphenyl)amino)-2-methyl-3-oxo-2,3-dihydro-1H-pyrazolo[3,4-b]pyridin-6-yl)amino)-3-(3-methoxypyrrolidin-1-yl)pyridinecarbonitrile ClC=1C(=C(C=CC1)NC1=C2C(=NC(=C1)NC1=CC=C(C(=N1)C#N)N1C[C@H](CC1)OC)NN(C2=O)C)OC